COC1=C(C=CC(=C1)N1CCC(CC1)N1CCN(CC1)C)NC=1N=C(C2=C(N1)NC=C2)NC=2C(=C1N=CC=NC1=CC2)P(C)(C)=O (6-((2-((2-methoxy-4-(4-(4-methylpiperazin-1-yl)piperidin-1-yl)phenyl)amino)-7H-pyrrolo[2,3-d]pyrimidin-4-yl)amino)quinoxalin-5-yl)dimethyl-phosphine oxide